C(=O)C=1C(=CC(=NC1)C(F)(F)F)N1C[C@@](CC1)(C)NC(OC(C)(C)C)=O tert-butyl (S)-(1-(5-formyl-2-(trifluoromethyl)pyridin-4-yl)-3-methylpyrrolidin-3-yl)carbamate